ClC1=CC=C(C=C1)N1C2=NC(=NC(=C2N=C1C=1C=NC(=CC1)C#N)N1CCC(CC1)(C(=O)N)OC(C)C)N1[C@@H](CCC1)CO 1-[9-(4-chlorophenyl)-8-(6-cyano-3-pyridinyl)-2-[(2S)-2-(hydroxymethyl)pyrrolidin-1-yl]purin-6-yl]-4-isopropoxy-piperidine-4-carboxamide